4-(4-formylpiperidin-1-yl)benzamide C(=O)C1CCN(CC1)C1=CC=C(C(=O)N)C=C1